2,6-dimethyl-4-methoxybenzenesulfonamide CC1=C(C(=CC(=C1)OC)C)S(=O)(=O)N